6-(5-(4-fluoro-2-(1-isopropyl-3-(trifluoromethyl)-1H-pyrazol-5-yl)phenoxy)pyrimidin-4-yl)-2,6-diazaspiro[3.3]heptane-2-carboxylic acid tert-butyl ester C(C)(C)(C)OC(=O)N1CC2(C1)CN(C2)C2=NC=NC=C2OC2=C(C=C(C=C2)F)C2=CC(=NN2C(C)C)C(F)(F)F